FC1=CC=C(C=C1)C1=CC=C(C=C1)C=1N=C(SC1C1=CC=CC=C1)CCC(=O)O 3-(4-(4'-fluorobiphenyl-4-yl)-5-phenylthiazol-2-yl)propanoic acid